ClC1=CC2=C(CCO2)C=C1N 6-chloro-2,3-dihydrobenzofuran-5-amine